(2-fluoro-6-(2H-1,2,3-Triazol-2-yl)phenyl)((3R,6S)-5-(6-(2-hydroxypropan-2-yl)-4-methylpyridin-2-yl)hexahydropyrrolo[3,4-c]pyrrole-2(1H)-yl)methanone FC1=C(C(=CC=C1)N1N=CC=N1)C(=O)N1CC2CN(CC2C1)C1=NC(=CC(=C1)C)C(C)(C)O